C(C)(C)(C)C1CC=2N=C(N=C(C2S1)Cl)Cl Tert-butyl-2,4-dichloro-6,7-dihydrothieno[3,2-d]pyrimidine